NC1=NC(=NC=C1)C1CC(C1)O (1S,3s)-3-(4-aminopyrimidin-2-yl)cyclobutan-1-ol